sodium tert-Butoxide CC(C)(C)[O-].[Na+]